N1CC(C1)C1=CC2=C(N=NC(=C2)C2=C(C=CC=C2)O)N1C(F)F 2-[6-(azetidin-3-yl)-7-(difluoromethyl)pyrrolo[2,3-c]Pyridazin-3-yl]Phenol